C([C@@H]1[C@@H]([C@H]([C@H]([C@@H](O1)O)O)O)O[C@@H]2[C@@H](C([C@H]([C@H](O2)CO)O)O)O)O alpha-D-maltose